N-[(1R)-1-(1,1-difluoro-2,3-dihydro-1H-inden-4-yl)ethyl]-5-(1-methylcyclopropyl)-4-oxo-1H,4H,5H-pyrrolo[3,2-c]pyridine-7-carboxamide FC1(CCC2=C(C=CC=C12)[C@@H](C)NC(=O)C=1C2=C(C(N(C1)C1(CC1)C)=O)C=CN2)F